3-Bromo-6-fluoro-2-(2-((4-methoxybenzyl)oxy)ethyl)-5-nitrobenzoic acid methyl ester COC(C1=C(C(=CC(=C1F)[N+](=O)[O-])Br)CCOCC1=CC=C(C=C1)OC)=O